C1(CCC[C@@H]2CCCC[C@@H]12)=O trans-1-decalinone